5a-Cholestan CC(C)CCC[C@@H](C)[C@H]1CC[C@H]2[C@@H]3CC[C@H]4CCCC[C@]4(C)[C@H]3CC[C@]12C